6-iodo-4-phenoxy-7-((2-(trimethylsilyl)ethoxy)methyl)-7H-pyrrolo[2,3-d]pyrimidine IC1=CC2=C(N=CN=C2OC2=CC=CC=C2)N1COCC[Si](C)(C)C